tert-Butyl (2-oxo-1-(piperidin-4-yl)pyrrolidin-3-yl)carbamate O=C1N(CCC1NC(OC(C)(C)C)=O)C1CCNCC1